ClC=1C=C2C(C(=CN(C2=CC1N1[C@H](CCC1)COC1=NC=CC=C1Cl)C1=NN2C(COCC2)=C1)C(=O)OCC)=O ethyl (R)-6-chloro-7-(2-(((3-chloropyridin-2-yl)oxy)methyl)pyrrolidin-1-yl)-1-(6,7-dihydro-4H-pyrazolo[5,1-c][1,4]oxazin-2-yl)-4-oxo-1,4-dihydroquinoline-3-carboxylate